terphenazine C1=CC=C2C(=C1)N=C3C=CC=C(C3=N2)C4=C(C5=NC6=CC=CC=C6N=C5C=C4)C7=CC=CC8=NC9=CC=CC=C9N=C87